3-{3-[(1S)-1-amino-2,3-dihydro-1H-inden-5-yl]-5-cyclobutylimidazo[4,5-b]pyridin-2-yl}pyridin-2-amine N[C@H]1CCC2=CC(=CC=C12)N1C(=NC=2C1=NC(=CC2)C2CCC2)C=2C(=NC=CC2)N